2-ethoxy-4-((pentan-2-yloxy)methyl)phenol C(C)OC1=C(C=CC(=C1)COC(C)CCC)O